5-{6-bromo-[1,3]oxazolo[5,4-b]pyridin-2-yl}pyridine-2-carboxylic acid BrC=1C=C2C(=NC1)OC(=N2)C=2C=CC(=NC2)C(=O)O